ClC1=CC=C(C=C1)C(C(C1=CC=CC=C1)N1C(C=CC=C1)=O)OCC1CC1 1-[2-(4-Chlorophenyl)-2-cyclopropylmethoxy-1-phenylethyl]-1H-pyridin-2-one